tert-butyl (R)-2-(4-(4-(3-guanidinoprop-1-yn-1-yl)phenyl)-2,3,9-trimethyl-6H-thieno[3,2-f][1,2,4]triazolo[4,3-a][1,4]diazepin-6-yl)acetate N(C(=N)N)CC#CC1=CC=C(C=C1)C1=N[C@@H](C=2N(C3=C1C(=C(S3)C)C)C(=NN2)C)CC(=O)OC(C)(C)C